styrene butylmethacrylate C(CCC)OC(C(=C)C)=O.C=CC1=CC=CC=C1